N-(7-chloro-2,3-dihydro-1H-inden-4-yl)acetamide (+/-)-tert-butyl-2,5-Dimethyl-4-((4-(trifluoromethyl)phenyl)amino)piperidine-1-carboxylate C(C)(C)(C)OC(=O)N1C(CC(C(C1)C)NC1=CC=C(C=C1)C(F)(F)F)C.ClC=1C=CC(=C2CCCC12)NC(C)=O